C1C(\C=C\CCCCCCCCCCCCCCC)C(=O)OC1=O trans-3-nonadecene-1,2-dicarboxylic anhydride